COC1=CC=C(C=C1)C(OC[C@@H]1[C@@H](C[C@@H](O1)N1C2=NC=NC(=C2NC1=O)NC(C)C)O)(C1=CC=CC=C1)C1=CC=C(C=C1)OC 9-[(2R,4R,5R)-5-[[bis(4-methoxyphenyl)-phenyl-methoxy]methyl]-4-hydroxy-tetrahydrofuran-2-yl]-6-(isopropylamino)-7H-purin-8-one